C(CCC\C=C/CC)OC(CCCC(=O)OCCCCCCCN(CCCCCCCC(=O)OCCCCCCCCC)CCO)OCCCC\C=C/CC nonyl 8-((7-((5,5-bis(((Z)-oct-5-en-1-yl)oxy)pentanoyl)oxy)heptyl)(2-hydroxyethyl)amino)octanoate